N-(4-bromo-2-cyclopropyl-5-methylphenyl)-N-[1-(2-methoxyethyl)pyrazolo[4,3-b]pyridin-5-yl]pent-2-ynamide BrC1=CC(=C(C=C1C)N(C(C#CCC)=O)C1=CC=C2C(=N1)C=NN2CCOC)C2CC2